2-hydroxyethyl tetrasulfide OCCSSSSCCO